C(CCCCCC(C)C)OC(C)=O Iso-Nonylacetat